1-[2-[5-methyl-3-[4-morpholino-2-[4-(m-tolyl)pyrazol-1-yl]furo[3,2-d]pyrimidin-6-yl]pyrazol-1-yl]ethyl]pyrrole-2,5-dione CC1=CC(=NN1CCN1C(C=CC1=O)=O)C1=CC=2N=C(N=C(C2O1)N1CCOCC1)N1N=CC(=C1)C=1C=C(C=CC1)C